1,10-Phenanthroline-2,9-dicarbaldehyde N1=C(C=CC2=CC=C3C=CC(=NC3=C12)C=O)C=O